tert-butyl (3s,4s)-3-methyl-4-[(2-methylpropan-2-sulfinyl) amino]-2-oxa-8-azaspiro[4.5]decane-8-carboxylate C[C@@H]1OCC2([C@@H]1NS(=O)C(C)(C)C)CCN(CC2)C(=O)OC(C)(C)C